2-methyl-hexahydrocyclopenta[c]pyrrol CN1CC2C(C1)CCC2